4-(2,3-dihydro-1H-indol-3-yl)butan-2-amine N1CC(C2=CC=CC=C12)CCC(C)N